tert-butyl 2-[2-(3,5-difluorophenyl)-3-fluoropyridin-4-yl]acetate FC=1C=C(C=C(C1)F)C1=NC=CC(=C1F)CC(=O)OC(C)(C)C